CCCC[Ge] n-butylgermane